3-fluoro-4-((5,6-dimethylpyrazolo[1,5-a]pyrimidin-7-yl)oxy)aniline FC=1C=C(N)C=CC1OC1=C(C(=NC=2N1N=CC2)C)C